C(C)N1CC2CCC(C1)N2C2=NC=1CCN(CC1C=C2)S(=O)(=O)CC2=CC=C(C=C2)F 2-(3-ethyl-3,8-diazabicyclo[3.2.1]oct-8-yl)-6-((4-fluorobenzyl)sulfonyl)-5,6,7,8-tetrahydro-1,6-naphthyridine